C(#C)C1CCC(CC1)NC(OC(C)(C)C)=O Tert-butyl ((1r,4r)-4-ethynylcyclohexyl)carbamate